CCC(C=C)=O methyl-butenone